1-N'-[6-[(6,7-dimethoxy-1,5-naphthyridin-4-yl)oxy]-5-fluoropyridin-3-yl]-1-N-(4-fluorophenyl)cyclopropane-1,1-dicarboxamide COC=1N=C2C(=CC=NC2=CC1OC)OC1=C(C=C(C=N1)NC(=O)C1(CC1)C(=O)NC1=CC=C(C=C1)F)F